[C].[Si]=O silicon-oxide carbon